2-(4-methyl-3-pentenyl)-6-chloro-9-methacryloyloxy-10-methoxycarbonyloxy-1,2,3,4-tetrahydroanthracene CC(=CCCC1CC2=C(C3=CC=C(C=C3C(=C2CC1)OC(=O)OC)Cl)OC(C(=C)C)=O)C